4-isopropoxy-3-methylphenyl-boronic acid C(C)(C)OC1=C(C=C(C=C1)B(O)O)C